(cis-3-(4-(6-chloropyridin-2-yl)-3-cyclopropyl-1H-pyrazol-1-yl)cyclobutyl)methanol ClC1=CC=CC(=N1)C=1C(=NN(C1)[C@H]1C[C@H](C1)CO)C1CC1